O=C1N(C=2C=CC(=NC2CC1)NC(OC(C)(C)C)=O)CC1=CC(=CC=C1)C(F)(F)F tert-butyl (6-oxo-5-(3-(trifluoromethyl)benzyl)-5,6,7,8-tetrahydro-1,5-naphthyridin-2-yl)carbamate